O=C1NC(CCC1N1C(C2=CC=C(C=C2C1=O)N1CCN(CC1)CCC1CCN(CC1)C=1C=C2C(=CN1)N(C=C2)C=2N=CC1=CC=C(C=C1C2)F)=O)=O 2-(2,6-dioxopiperidin-3-yl)-5-(4-(2-(1-(1-(6-fluoroisoquinolin-3-yl)-1H-pyrrolo[2,3-c]pyridin-5-yl)piperidin-4-yl)ethyl)piperazin-1-yl)isoindoline-1,3-dione